(R)-3-(tert-Butyloxycarbonyl)-9-methoxy-1,2,3,4,4a,5-hexahydrobenzo[b]pyrazino[1,2-d][1,4]oxazine-8-carboxylic acid C(C)(C)(C)OC(=O)N1C[C@H]2N(C3=C(OC2)C=C(C(=C3)OC)C(=O)O)CC1